6-({3-[5-(1,3-dioxolan-2-yl)pyridin-2-yl]phenyl}amino)-8-{[(4-methoxyphenyl)methyl](methyl)amino}imidazo[1,2-b]pyridazine-3-carboxylate O1C(OCC1)C=1C=CC(=NC1)C=1C=C(C=CC1)NC=1C=C(C=2N(N1)C(=CN2)C(=O)[O-])N(C)CC2=CC=C(C=C2)OC